C(C)C1(COC1)COOC(C)CCCC n-butyl-ethyl (3-ethyl-3-oxetanylmethoxy) ether